[I-].S1C=NC2=C1C=CC=C2 Benzothiazole iodide